(7-(4-Fluoro-3-methoxyphenyl)-2-azaspiro[3.5]nonan-2-yl)((1s,3s)-3-hydroxy-3-methylcyclobutyl)methanone FC1=C(C=C(C=C1)C1CCC2(CN(C2)C(=O)C2CC(C2)(C)O)CC1)OC